C(#N)[C@]1([C@H]([C@H]([C@@H](O1)C1=CC=C2C(=NC=NN21)NC(OCC(C)C)=O)O)O)CO Isobutyl (7-((2S,3R,4S,5R)-5-cyano-3,4-dihydroxy-5-(hydroxymethyl)tetrahydrofuran-2-yl)pyrrolo[2,1-f][1,2,4]triazin-4-yl)carbamate